FC1=CC=C(CN2CCC(CC2)N2CC(C3=NC=CC=C32)(C)C)C=C1 N-(1-(4-fluorobenzyl)piperidin-4-yl)-3,3-dimethyl-2,3-dihydro-1H-pyrrolo[3,2-b]pyridine